1-(4-bromophenyl)-1,3-butadiene BrC1=CC=C(C=C1)C=CC=C